[Li].NCCCS(=O)(=O)O 3-amino-1-propanesulfonic acid lithium